N1=CN=CC(=C1)NC=1C=CC2=C(C(NCCO2)=O)C1 7-(pyrimidin-5-ylamino)-3,4-dihydrobenzo[f][1,4]oxazepin-5(2H)-one